Br.N1CCNCC1 Piperazine Hydrobromide